CC1=CC=CC=2C(NC(SC21)=O)=O 8-Methyl-2H-benzo[e][1,3]thiazine-2,4(3H)-dione